COC=1C=C(C=CC1)NC(=O)N(CC1=NC(=NO1)C=1C=NC=CC1)C 1-(3-methoxyphenyl)-3-methyl-3-{[3-(pyridin-3-yl)-1,2,4-oxadiazol-5-yl]methyl}urea